C(#N)C=1C(=CC=C2N=CC(=NC12)N1CCCCC1)NC1=CC(=C(C=C1)OCC1=CC=C(C=C1)OC)OC 1-(8-cyano-7-((3-methoxy-4-((4-methoxybenzyl)oxy)phenyl)amino)quinoxalin-2-yl)piperidin